(+/-)-(trans)-3-[[(tert-butyldimethylsilyl)oxy]methyl]-2-methyl-4-[3-(methylthio)phenyl]piperidine-1-carboxylic acid tert-butyl ester C(C)(C)(C)OC(=O)N1C(C(C(CC1)C1=CC(=CC=C1)SC)CO[Si](C)(C)C(C)(C)C)C